2,4,6-trimethyl-cyclohexane CC1CC(CC(C1)C)C